2-(4-fluoro-2-methoxy-phenoxy)-N-(3-methylsulfinylphenyl)-5-(trifluoromethyl)pyridine-3-carboxamide (3R,5S)-benzyl-3,5-dimethylpiperazine-1-carboxylate C(C1=CC=CC=C1)OC(=O)N1C[C@H](N[C@H](C1)C)C.FC1=CC(=C(OC2=NC=C(C=C2C(=O)NC2=CC(=CC=C2)S(=O)C)C(F)(F)F)C=C1)OC